3-(4-bromophenyl)-5-methyl-pyrazole-4-carboxylic acid methyl ester COC(=O)C=1C(=NNC1C)C1=CC=C(C=C1)Br